bis(2-mercaptoethyl) 4,4'-thiodibutyrate S(CCCC(=O)OCCS)CCCC(=O)OCCS